C(C)(=O)NC1=C(C=C(C(=O)O)C=C1F)C1OCCO1 4-acetamido-3-(1,3-dioxolan-2-yl)-5-fluorobenzoic acid